5-fluoro-N-(4-morpholinophenyl)-4-((4-(trifluoromethoxy)cyclohexyl)methoxy)pyrimidin-2-amine FC=1C(=NC(=NC1)NC1=CC=C(C=C1)N1CCOCC1)OCC1CCC(CC1)OC(F)(F)F